O(C1=CC=CC=C1)C1=CC=C(C=C1)C1=C(N(C=2N=CN=C(C21)N)[C@@H]2COCC2)C#CC2CCNCC2 (S)-5-(4-phenoxyphenyl)-6-(piperidin-4-ylethynyl)-7-(tetrahydrofuran-3-yl)-7H-pyrrolo[2,3-d]pyrimidin-4-amine